4-Bromo-3-(1-ethyl-3-(trifluoromethyl)-1H-pyrazol-4-yl)phenol BrC1=C(C=C(C=C1)O)C=1C(=NN(C1)CC)C(F)(F)F